ClC=1C=C(C=C(C1)Cl)C12CN(CC2C1)C(=O)C1=CN(C2=C1C(N(C=C2C)C)=O)C 3-((1-(3,5-dichlorophenyl)-3-azabicyclo[3.1.0]hex-3-yl)carbonyl)-1,5,7-trimethyl-1,5-dihydro-4H-pyrrolo[3,2-c]pyridin-4-one